(R)-2-methyl-4-((1-methyl-1H-pyrazol-4-yl)methyl)-N-(1-methylcyclopropyl)-5-oxo-1,2,4,5-tetrahydroimidazo[1,2-a]quinazoline-7-sulfonamide C[C@H]1N=C2N(C3=CC=C(C=C3C(N2CC=2C=NN(C2)C)=O)S(=O)(=O)NC2(CC2)C)C1